S(=O)(=O)([O-])[O-].[Fe+2].[Na] SODIUM FERROUS SULFATE